O=C1N(CCC(N1COCC[Si](C)(C)C)=O)C1=C2C=NN(C2=CC(=C1)C(F)(F)F)C1CCN(CC1)C(=O)OC(C)(C)C tert-Butyl 4-(4-(2,4-dioxo-3-((2-(trimethylsilyl)ethoxy)methyl)tetrahydropyrimidin-1(2H)-yl)-6-(trifluoromethyl)-1H-indazol-1-yl)piperidine-1-carboxylate